Cl.FC1(CC(NCC1)C1=NC=C(C=C1)C(F)(F)F)F 2-(4,4-difluoropiperidin-2-yl)-5-(trifluoromethyl)pyridine hydrogen chloride